C(C1CO1)C=1C(=C(C(=C(C1)O)CC1CO1)N)CC1CO1 triglycidyl-m-aminophenol